FC=1C=C(C=CC1)C1=CN(C2=CC(=CC=C12)C(=O)OC)C methyl 3-(3-fluorophenyl)-1-methyl-1H-indole-6-carboxylate